BrC1=C2CCC(C2=C(C=C1)OCC1=CC=CC=C1)=O 4-bromo-7-benzyloxy-2,3-dihydro-1H-inden-1-one